tert-butyl (R)-3-((2-methyl-4-(((trifluoromethyl)sulfonyl)oxy)pyrazolo[1,5-d][1,2,4]triazin-7-yl)thio)piperidine-1-carboxylate CC1=NN2C(=NN=C(C2=C1)OS(=O)(=O)C(F)(F)F)S[C@H]1CN(CCC1)C(=O)OC(C)(C)C